2-(1H-imidazol-1-yl)-N-((1r,4r)-4-(methylcarbamoyl)cyclohexyl)-5H-pyrrolo[3,2-d]pyrimidine-4-carboxamide N1(C=NC=C1)C=1N=C(C2=C(N1)C=CN2)C(=O)NC2CCC(CC2)C(NC)=O